C[C@H]1C2(C3=CC=CC=C3[C@H]1C)CCC1(CC2)OCCO1 |o1:1,9| rel-(2''R,3''S)-2'',3''-dimethyl-2'',3''-dihydrodispiro[[1,3]dioxolane-2,1'-cyclohexane-4',1''-indene]